(S)-3-((2-amino-5-(4-(hydroxymethyl)benzyl)-6-methylpyrimidin-4-yl)amino)hexan-1-ol NC1=NC(=C(C(=N1)N[C@H](CCO)CCC)CC1=CC=C(C=C1)CO)C